N(=C=O)CC1=CC(=CC=C1)CN=C=O 1,3-Bis(isocyanato-methyl)benzol